COCC(C)C1=C(C(=C(S1)C)N)C (1-methoxypropan-2-yl)-2,4-dimethyl-3-aminothiophene